2-phenyl-2-(4-(3-(5,6,7,8-tetrahydro-1,8-naphthyridin-2-yl)propylcarbamoyl)piperidin-1-yl)acetic acid ethyl ester C(C)OC(C(N1CCC(CC1)C(NCCCC1=NC=2NCCCC2C=C1)=O)C1=CC=CC=C1)=O